COC[C@H](O)C1=CC=CC=C1 (R)-2-methoxy-1-phenylethanol